1-oxobutan-2-amine O=CC(CC)N